1-azabicyclo[2.2.2]octane bromide [Br-].N12CCC(CC1)CC2